(4R)-4-[(1R,3aS,3bR,5aR,7R,9aS,9bS,11S,11aR)-7,11-Dihydroxy-9a,11a-dimethylhexadecahydro-1H-cyclopenta[a]phenanthren-1-yl]pentanoic acid O[C@@H]1CC[C@@]2([C@H]3C[C@@H]([C@]4([C@H]([C@@H]3CC[C@@H]2C1)CC[C@@H]4[C@@H](CCC(=O)O)C)C)O)C